hydroxypropane-1,2,3-tricarboxylate CC/C(=C(\C1=CC=CC=C1)/C2=CC=C(C=C2)OCCN(C)C)/C3=CC=CC=C3.C(C(=O)O)C(CC(=O)O)(C(=O)O)O